(1-(4-chloro-2-fluorophenyl)-1,2,3,6-tetrahydropyridin-4-yl)-1,3-dimethyl-1H-pyrazol-4-amine ClC1=CC(=C(C=C1)N1CCC(=CC1)C1=C(C(=NN1C)C)N)F